2-(2'-hydroxy-5'-methacryloyloxyethyl-3-tert-butylphenyl)-2H-benzotriazole OC1=C(C=C(C=C1C(C)(C)C)CCOC(C(=C)C)=O)N1N=C2C(=N1)C=CC=C2